C1(CC1)[C@]1(N(C(C[C@H]1CC(C(=O)N)(F)F)=O)C=1C=C2C=NN(C2=CC1)C1=CC=C(C=C1)F)C1=CC=CC=C1 |r| (rac-(2R,3S)-2-cyclopropyl-1-(1-(4-fluorophenyl)-1H-indazol-5-yl)-5-oxo-2-phenylpyrrolidin-3-yl)-2,2-difluoropropionamide